7-isopropoxy-2-((1s,4R)-1-methyl-2-oxabicyclo[2.2.1]hept-4-yl)-N-(2-oxo-1-((R)-spiro[2.2]pent-1-yl)-1,2-dihydropyridin-3-yl)imidazo[1,2-a]pyrimidine-6-carboxamide C(C)(C)OC1=NC=2N(C=C1C(=O)NC=1C(N(C=CC1)[C@@H]1CC13CC3)=O)C=C(N2)[C@@]23CO[C@@](CC2)(C3)C